N-(4-((2-(2-oxa-7-azaspiro[4.4]nonan-7-yl)pyrimidin-5-yl)oxy)-3-methylphenyl)-3-methoxycyclobutane-1-carboxamide C1OCCC12CN(CC2)C2=NC=C(C=N2)OC2=C(C=C(C=C2)NC(=O)C2CC(C2)OC)C